cyclopropyl{(1R,5S,6r)-3-[(1-isopropyl-1H-imidazol-4-yl)carbonyl]-3-azabicyclo[3.1.0]hex-6-yl}methanone C1(CC1)C(=O)C1[C@H]2CN(C[C@@H]12)C(=O)C=1N=CN(C1)C(C)C